N[C@@H](CS(=O)(O)=O)C(=O)O R-cysteic acid